2-methoxyethyl (2R,5R)-3-((4-(benzyloxy)-3-fluorophenyl) sulfonyl)-2-(((tetrahydro-2H-pyran-2-yl) oxy) carbamoyl)-3,8-diazabicyclo[3.2.1]octane-8-carboxylate C(C1=CC=CC=C1)OC1=C(C=C(C=C1)S(=O)(=O)N1[C@H](C2CC[C@H](C1)N2C(=O)OCCOC)C(NOC2OCCCC2)=O)F